ethanaminium iodide [I-].C(C)[NH3+]